4-(3-amino-1H-pyrazolo[4,3-b]pyridin-5-yl)-N-((1r,4r)-4-hydroxy-4-methylcyclohexyl)-3-methylbenzenesulfonamide NC1=NNC=2C1=NC(=CC2)C2=C(C=C(C=C2)S(=O)(=O)NC2CCC(CC2)(C)O)C